N-((7-(5-(difluoromethyl)-1,3,4-oxadiazol-2-yl)imidazo[1,2-a]pyridin-2-yl)methyl)-N-methylaniline FC(C1=NN=C(O1)C1=CC=2N(C=C1)C=C(N2)CN(C2=CC=CC=C2)C)F